(3Z)-1-bromo-12,12-didecyloxy-3-dodecene BrCC\C=C/CCCCCCCC(OCCCCCCCCCC)OCCCCCCCCCC